FC=1C=C([NH2+]C)C=CC1 3-fluoro-N-methylanilinium